8-Methyl-2-(pyridin-2-ylmethyl)-N-[(2S)-tetrahydrofuran-2-ylmethyl]-4,5-dihydro-2H-furo[2,3-g]indazol-7-carboxamid CC1=C(OC=2CCC3=CN(N=C3C21)CC2=NC=CC=C2)C(=O)NC[C@H]2OCCC2